7-{[(3S)-1-(But-2-ynoyl)-3-(3-chloro-2-methylphenyl)piperidin-3-yl]amino}-2-methylisoquinolin-1-one C(C#CC)(=O)N1C[C@](CCC1)(C1=C(C(=CC=C1)Cl)C)NC1=CC=C2C=CN(C(C2=C1)=O)C